1,1,2,2-tetrafluoroethyl-2,2,3,3-tetrafluoropropylether FC(C(F)F)(F)C(C(COCC(C(C(C(F)F)(F)F)(F)F)(F)F)(F)F)(F)F